C(#N)C1(CC1)C1=CC=C(C=C1)N(C1=C(C=CC(=C1)C=1C(=NOC1C)C)C)CCC1N(CCNC1)C(=O)[O-] 2-(((4-(1-cyanocyclopropyl)phenyl)(5-(3,5-dimethylisoxazol-4-yl)-2-methylphenyl) amino)ethyl)piperazine-1-carboxylate